C(CCC)OC([C@@H](O)C)=O butyl-L-lactate